OCC(=O)NCC=1SC(=CC1)C(CSC=1C=2N(C=CN1)C=CN2)=O 2-hydroxy-N-((5-(2-(imidazo[1,2-a]pyrazin-8-ylthio)acetyl)thiophen-2-yl)methyl)acetamide